CC1=C(C(=NO1)C1=CC=CC=C1)C(=O)O 5-methyl-3-phenyl-1,2-oxazole-4-carboxylic acid